2-(2,6-dioxopiperidin-3-yl)-5-(1-((1-(2-(4-((1R,2S)-6-hydroxy-2-phenyl-1,2,3,4-tetrahydronaphthalen-1-yl)phenoxy)ethyl)piperidin-4-yl)methyl)piperidin-4-yl)isoindoline-1,3-dione O=C1NC(CCC1N1C(C2=CC=C(C=C2C1=O)C1CCN(CC1)CC1CCN(CC1)CCOC1=CC=C(C=C1)[C@H]1[C@H](CCC2=CC(=CC=C12)O)C1=CC=CC=C1)=O)=O